5-fluoro-3-[3-(4-pyridyl)pyrrolidin-1-yl]xanthen-9-one FC1=C2OC=3C=C(C=CC3C(C2=CC=C1)=O)N1CC(CC1)C1=CC=NC=C1